COC(=O)[C@H]1O[C@]([C@H]([C@H]1C1=C(C(=C(C(=C1)Cl)F)F)OC)C)(C(F)(F)F)C (2S,3S,4S,5R)-3-(5-chloro-3,4-difluoro-2-methoxy-phenyl)-4,5-dimethyl-5-(trifluoromethyl)tetrahydrofuran-2-carboxylic acid methyl ester